O1C(=CC=C1)C1N(OC(=N1)N)C(C)(CC(C)(C)C)C 3-(furan-2-yl)-N-(2,4,4-trimethylpentan-2-yl)-5-amino-1,2,4-oxadiazole